C(C=C)(=O)O.COCC(COC(C)CO)O methoxydiPropylene glycol acrylate